S1C=NC2=C1C=CC(=C2)C2=NC(=C1C(=N2)N(N=C1)C1=CC(=CC=C1)OC)NC(=O)C=1SC(=CC1)[N+](=O)[O-] N-(6-(benzo[d]thiazol-5-yl)-1-(3-methoxyphenyl)-1H-pyrazolo[3,4-d]pyrimidin-4-yl)-5-nitrothiophene-2-carboxamide